C(CCCCCCC\C=C/CCCCCCCC)N.[In] indium oleylamine